C(C(=O)O)(=O)O ethan-1,2-dioic acid